tert-butyl 8-(2-(3-((2R)-4-methoxy-2-methyl-3-(3-methylisoxazol-5-yl)-4-oxobutoxy) propoxy) pyridin-4-yl)-3,8-diazabicyclo[3.2.1]octane-3-carboxylate COC(C([C@H](COCCCOC1=NC=CC(=C1)N1C2CN(CC1CC2)C(=O)OC(C)(C)C)C)C2=CC(=NO2)C)=O